(3-(3-chloro-4-((1S,2S)-2-(4-fluorophenyl)cyclopropyl)-5',6-dimethyl-2-oxo-2H-[1,4'-bipyridin]-2'-yl)-2-fluorophenyl)-1-fluorocyclopropane-1-carboxamide ClC=1C(N(C(=CC1[C@@H]1[C@H](C1)C1=CC=C(C=C1)F)C)C1=CC(=NC=C1C)C=1C(=C(C=CC1)C1C(C1)(C(=O)N)F)F)=O